2-((tert-Butoxycarbonyl)amino)-3-(2-oxo-8-oxa-1-azaspiro[4.5]dec-3-yl)propanoic acid methyl ester COC(C(CC1C(NC2(C1)CCOCC2)=O)NC(=O)OC(C)(C)C)=O